C(#N)CC1=CNC2=NC=C(C=C21)B(O)O [3-(cyanomethyl)-1H-pyrrolo[2,3-b]pyridin-5-yl]boronic acid